Hydroxycapric acid CCCCCCCCC(C(=O)O)O